bis(2-indolyl)methane N1C(=CC2=CC=CC=C12)CC=1NC2=CC=CC=C2C1